3-hydroxy-2-methylazacyclobutylium OC1C([N+]C1)C